tert-butyl-propanol C(C)(C)(C)C(CC)O